CNC(C=1C(C(=O)NC=2SC(=CN2)[N+](=O)[O-])=CC=CC1)=O N1-methyl-N2-(5-nitrothiazol-2-yl)phthalamide